N-(7-((2-(2,6-dioxopiperidin-3-yl)-1,3-dioxoisoquinolin-5-yl)amino)heptyl)acetamide O=C1NC(CCC1N1C(C2=CC=CC(=C2CC1=O)NCCCCCCCNC(C)=O)=O)=O